FC1=NC(=CC(=C1OC[C@H]1N(CCC1)C(=O)OC(C)(C)C)I)[N+](=O)[O-] tert-butyl (S)-2-(((2-fluoro-4-iodo-6-nitropyridin-3-yl)oxy)methyl)pyrrolidine-1-carboxylate